COC1=CC=C(C=N1)CC1=C(C=2C(N=C1C)=NON2)N (6-Methoxypyridin-3-yl)methyl-5-methyl-[1,2,5]oxadiazolo[3,4-b]pyridin-7-amine